(E)-1,5-Octadien-3-ol C=CC(C\C=C\CC)O